N-[6-methoxy-2-(4-piperidyl)indazol-5-yl]-6-(trifluoromethyl)pyridine-2-carboxamide COC=1C(=CC2=CN(N=C2C1)C1CCNCC1)NC(=O)C1=NC(=CC=C1)C(F)(F)F